ClC=1C=C(C=CC1Cl)[C@H]1[C@@H](C1)C(=O)N[C@@H](C(C)C)C(=O)N[C@H](CCC(=O)OCC)C(=O)OCC |r| rac-diethyl ((1R,2R)-2-(3,4-dichlorophenyl)cyclopropane-1-carbonyl)-L-valyl-D-glutamate